C[C@H](CC(=O)[O-])O D-3-Hydroxybutyrate